C(=C)[Si](OCCOC)(OCCOC)OCCOC vinyltris(2-methoxyethoxy)silane